N-(tert-butyl)-2-(3-(6-methyl-5-((3-methyloxetan-3-yl)methoxy)-4-oxo-3,4-dihydroquinazolin-2-yl)phenoxy)acetamide C(C)(C)(C)NC(COC1=CC(=CC=C1)C1=NC2=CC=C(C(=C2C(N1)=O)OCC1(COC1)C)C)=O